C(C)N1N=CC(=N1)N(CC(=O)O)C N-(2-ethyl-2H-1,2,3-triazol-4-yl)-N-methylglycine